N1(N=CN=C1)CC1=C(C=C(C=C1)C1=NOC(=N1)C(F)(F)F)C(F)(F)F 3-[4-(1,2,4-triazol-1-ylmethyl)-3-(trifluoromethyl)phenyl]-5-(trifluoromethyl)-1,2,4-oxadiazole